N-[(1S)-1-[[2-chloro-5-(1-isopropyl-6-oxo-3-pyridyl)phenyl]methyl]-2-[4-(2,4-dimethylpyrazol-3-yl)anilino]-2-oxo-ethyl]-1H-pyrazole-4-carboxamide ClC1=C(C=C(C=C1)C1=CN(C(C=C1)=O)C(C)C)C[C@@H](C(=O)NC1=CC=C(C=C1)C=1N(N=CC1C)C)NC(=O)C=1C=NNC1